Iminodibutyrate N(CCCC(=O)[O-])CCCC(=O)[O-]